BrC=1C=C2C=CN(C(C2=CC1)=O)CC=1C=C(C=CC1)NC(C)=O N-(3-((6-bromo-1-oxoisoquinolin-2(1H)-yl)methyl)phenyl)acetamide